OC1=C(C(N(C=2N1N=C(C2)C)CC(C)C)=O)C(=O)N 7-hydroxy-4-isobutyl-2-methyl-5-oxo-4,5-dihydropyrazolo[1,5-a]pyrimidine-6-carboxamide